1-methyl-N-((3-methyl-2-(tetrahydro-2H-pyran-4-yl)-1H-indol-5-yl)methyl)-1H-1,2,3-triazole-5-carboxamide CN1N=NC=C1C(=O)NCC=1C=C2C(=C(NC2=CC1)C1CCOCC1)C